2,2'-methylenebis-(4-methyl-t-butylphenol) C(C1=C(C=CC(=C1C(C)(C)C)C)O)C1=C(C=CC(=C1C(C)(C)C)C)O